BrC1=NN2C(N=CC=C2C(=O)O)=C1 2-bromopyrazolo[1,5-a]pyrimidine-7-carboxylic acid